ClC=1C=CC(=C(C1)C1=CC(=CN=N1)NC1=CC(=NC=C1)NC(=O)CCN(C(OC(C)(C)C)=O)CCCNS(=O)(=O)C)F tert-butyl N-{2-[(4-{[6-(5-chloro-2-fluorophenyl)pyridazin-4-yl]amino}pyridin-2-yl)carbamoyl]ethyl}-N-(3-methanesulfonamidopropyl)carbamate